zinc 2-hydroxypropane-1,2,3-tricarboxylic acid OC(CC(=O)O)(CC(=O)O)C(=O)O.[Zn]